N-(adamantan-2-yl)-2-(6-(2-fluorophenyl)-1,1-dioxido-1,2,6-thiadiazinan-2-yl)acetamide C12C(C3CC(CC(C1)C3)C2)NC(CN2S(N(CCC2)C2=C(C=CC=C2)F)(=O)=O)=O